N-Cyclopropyl-N-(2-cyclopropylbenzyl)-3-(difluoromethyl)-5-fluoro-1-methyl-1H-pyrazol-4-carboxamid C1(CC1)N(C(=O)C=1C(=NN(C1F)C)C(F)F)CC1=C(C=CC=C1)C1CC1